SC=C1C(C2=CC=C3C=CC4=CC=C5C=CC6=CC=C1C1=C6C5=C4C3=C21)=CS bis(mercaptomethylene)coronene